ClC1=C(C=CC=C1)C1=NC=2N(C(N(C(C2N1C1=CC=C(C=C1)Cl)=O)C)=O)CC1CCN(CC1)CC(=O)OC Methyl 2-(4-[[8-(2-chlorophenyl)-7-(4-chlorophenyl)-1-methyl-2,6-dioxo-2,3,6,7-tetrahydro-1H-purin-3-yl]methyl]piperidin-1-yl)acetate